N-[(S)-[6-(4-fluoro-1H-pyrazol-1-yl)pyridin-3-yl](1-propanoylazetidin-3-yl)methyl]-4-methoxy-1-{4-methyl-6-[(5-methyl-1H-pyrazol-3-yl)amino]pyrimidin-2-yl}piperidine-4-carboxamide FC=1C=NN(C1)C1=CC=C(C=N1)[C@@H](NC(=O)C1(CCN(CC1)C1=NC(=CC(=N1)C)NC1=NNC(=C1)C)OC)C1CN(C1)C(CC)=O